N-(2-{octahydropyrrolo[3,2-b]pyrrol-1-yl}-2-oxoethyl)-6-(trifluoromethyl)pyridine-2-carboxamide hydrochloride Cl.N1(C2C(CC1)NCC2)C(CNC(=O)C2=NC(=CC=C2)C(F)(F)F)=O